BrC1=CC2=C(OC[C@@H]3N2CCN(C3)C(=O)OC(C)(C)C)C(=C1)F (R)-tert-butyl 9-bromo-7-fluoro-1,2,4a,5-tetrahydrobenzo[b]pyrazino[1,2-d][1,4]oxazine-3(4H)-carboxylate